2-(2,6-dioxopiperidin-3-yl)-5-(7-(piperidin-4-ylmethyl)-2,7-diazaspiro[3.5]nonan-2-yl)isoindol-1,3-dione O=C1NC(CCC1N1C(C2=CC=C(C=C2C1=O)N1CC2(C1)CCN(CC2)CC2CCNCC2)=O)=O